C(#N)C=1C=C(C(=NC1C(F)(F)F)C(=O)OC)C methyl 5-cyano-3-methyl-6-(trifluoromethyl)picolinate